N,5-dimethyl-2-(trifluoromethyl)-6,7-dihydro-5H-cyclopenta[b]pyridin-5-amine CNC1(CCC2=NC(=CC=C21)C(F)(F)F)C